[Br-].[Br-].[Br-].[PH3]=O phosphine oxide tribromide